(R)-N-(2,2-difluorocyclobutyl)-6-(4-(3-fluoro-5-formylpyridin-2-yl)indolin-1-yl)-8-((4-methoxybenzyl)(methyl)amino)imidazo[1,2-b]pyridazine-3-carboxamide FC1([C@@H](CC1)NC(=O)C1=CN=C2N1N=C(C=C2N(C)CC2=CC=C(C=C2)OC)N2CCC1=C(C=CC=C21)C2=NC=C(C=C2F)C=O)F